FC=1C=C2C=CC(=CC2=CC1)[C@H](C)NC(=O)[C@H]1N(C[C@@H](C1)O)C(=O)O (2S,4R)-2-(((S)-1-(6-fluoronaphthalen-2-yl)ethyl)carbamoyl)-4-hydroxypyrrolidine-1-carboxylic acid